5-((1s,3s)-1-(3-bromophenyl)-3-fluorocyclobutyl)-4-methyl-4H-1,2,4-triazole-3-thiol BrC=1C=C(C=CC1)C1(CC(C1)F)C=1N(C(=NN1)S)C